racemic-1,2-diphenyl-ethylenediamine C1(=CC=CC=C1)C(C(N)C1=CC=CC=C1)N